5,6,7,8-tetrahydroxy-2-(4-hydroxyphenyl)chromen-4-one OC1=C2C(C=C(OC2=C(C(=C1O)O)O)C1=CC=C(C=C1)O)=O